3-(7-(((3R,4R)-3-fluoro-1-methylpiperidin-4-yl)amino)-3-(thiazol-4-yl)benzofuran-2-yl)prop-2-yn F[C@@H]1CN(CC[C@H]1NC1=CC=CC=2C(=C(OC21)C#CC)C=2N=CSC2)C